4-fluoro-5,6-dimethoxybenzo[b]Thiophene FC1=C(C(=CC=2SC=CC21)OC)OC